N1CC(C1)N1C=2C(NCC1)=C(N(N2)C2=CC=C(C=C2)OC2=CC(=CC=C2)F)C(=O)N 7-(azetidin-3-yl)-2-[4-(3-fluorophenoxy)phenyl]-4,5,6,7-tetrahydro-2H-pyrazolo[3,4-b]pyrazine-3-carboxamide